tert-butyl 2-formyl-8-methyl-5,6-dihydroimidazo[1,2-a]pyrazine-7(8H)-carboxylate C(=O)C=1N=C2N(CCN(C2C)C(=O)OC(C)(C)C)C1